FC1(C(CN(C1)CC(F)(F)F)NC(=O)C1=C(OC2=C1C=C(C=C2)OCC2=C(N=CS2)C)C)F N-(4,4-difluoro-1-(2,2,2-trifluoroethyl)pyrrolidin-3-yl)-2-methyl-5-((4-methylthiazol-5-yl)-methoxy)benzofuran-3-carboxamide